FC(OC1=C(C=C(C(=N1)OC)N1C=C(C2=CC=C(C=C12)C(F)F)S(=O)(=O)N)F)F [6-(difluoromethoxy)-5-fluoro-2-methoxypyridin-3-yl]-6-(difluoromethyl)-1H-indole-3-sulfonamide